N1N=CC(=C1)C1=CC=C(C=C1)[C@H](C)C1OCCC(C1)N1C[C@@H](CC1)OC1=CC(=CC=C1)C(F)(F)F ((S)-1-(4-(1H-Pyrazol-4-yl)phenyl)ethyl)-4-((R)-3-(3-(trifluoromethyl)phenoxy)pyrrolidin-1-yl)tetrahydro-2H-pyran